3-((benzyloxy)methyl)-4-ethyl-1-(8-fluoro-4-hydroxy-5-((1,1,1-trifluoropropan-2-yl)oxy)pyrido[3,4-d]pyridazin-7-yl)-1H-1,2,4-triazol-5(4H)-one C(C1=CC=CC=C1)OCC1=NN(C(N1CC)=O)C1=C(C=2C(=C(N=NC2)O)C(=N1)OC(C(F)(F)F)C)F